1-(tert-butyl) 2-methyl (R)-4-(fluoromethylene)pyrrolidine-1,2-dicarboxylate FC=C1C[C@@H](N(C1)C(=O)OC(C)(C)C)C(=O)OC